BrC1=CC=CC(=N1)C=1N2C(=NN1)CC[C@@H]2CF (R)-3-(6-Bromopyridin-2-yl)-5-(fluoromethyl)-6,7-dihydro-5H-pyrrolo[2,1-c][1,2,4]triazole